(2S,5S)-5-{(2S,3S)-2-[2-(2-Fluoro-ethoxy)-acetylamino]-3-methyl-pentanoylamino}-4-oxo-1,2,4,5,6,7-hexahydro-azepino[3,2,1-hi]indole-2-carboxylic acid (1H-imidazol-ylmethyl)-amide N1(C=NC=C1)CNC(=O)[C@H]1N2C3=C(C=CC=C3C1)CC[C@@H](C2=O)NC([C@H]([C@H](CC)C)NC(COCCF)=O)=O